FC1=NC=C(C(=C1C(C)C)NC(=O)N=[S@@](=O)(N)C1=CN=C(S1)C(C)(C)O)C(C)C (S)-N'-((2-fluoro-3,5-diisopropylpyridin-4-yl)carbamoyl)-2-(2-hydroxypropan-2-yl)thiazole-5-sulfonimidamide